O=C1NC(CCC1N1C(C2=CC=CC(=C2C1=O)N1CCC(CC1)CCC1=CC=C(C(=O)NC2=CC3=C(NC(=N3)CN3[C@H](CCC3)C)C=C2)C=C1)=O)=O 4-(2-(1-(2-(2,6-dioxopiperidin-3-yl)-1,3-dioxoisoindolin-4-yl)piperidin-4-yl)ethyl)-N-(2-(((S)-2-methylpyrrolidin-1-yl)methyl)-1H-benzo[d]imidazol-5-yl)benzamide